C(C)(=O)OC(C[N+](C)(C)C)CC([O-])=O O-Acetylcarnitine